6-(5-fluoropyrimidin-2-yl)-8-methoxy-N-[(6-methylpyridazin-3-yl)methyl]quinazolin-4-amine FC=1C=NC(=NC1)C=1C=C2C(=NC=NC2=C(C1)OC)NCC=1N=NC(=CC1)C